(S)-3-hydroxy-4-methyl-N-((S)-1-(3-(trifluoromethoxy)phenyl)ethyl)pentanamide O[C@@H](CC(=O)N[C@@H](C)C1=CC(=CC=C1)OC(F)(F)F)C(C)C